2-(2-ethylhexyloxy)-1,3-propanediol C(C)C(COC(CO)CO)CCCC